C1(=CC=C(C=C1)S(=O)(=O)C\C(\CCCl)=C\C\C=C\C1=CC=CC=C1)C (3E,6E)-(1-chloro-7-phenyl-3,6-heptadien-3-yl)methyl p-tolyl sulfone